4,4,5-Trimethylhexan-3-ol CC(C(CC)O)(C(C)C)C